benzyl (1s,3R,5S,7s)-4-(3-bromo-4-(ethoxycarbonyl) phenyl)-4-hydroxyadamantane-1-carboxylate BrC=1C=C(C=CC1C(=O)OCC)C1([C@H]2CC3(CC(C[C@H]1C3)C2)C(=O)OCC2=CC=CC=C2)O